3-(2,6-dimethylpyridin-3-yl)-4-oxo-3,4-dihydroquinazolin CC1=NC(=CC=C1N1C=NC2=CC=CC=C2C1=O)C